N-(4-bromo-2,5-difluoro-phenyl)-6-chloro-N-(methoxymethyl)-1H-indole-3-sulfonamide BrC1=CC(=C(C=C1F)N(S(=O)(=O)C1=CNC2=CC(=CC=C12)Cl)COC)F